FC(CN1CCN(CC1)C1=C(C=C2CN(C(C2=C1)=O)CC(F)(F)F)NC(=O)C=1C=NN2C1N=CC=C2)F N-[6-[4-(2,2-Difluoroethyl)piperazin-1-yl]-1-oxo-2-(2,2,2-trifluoroethyl)isoindolin-5-yl]pyrazolo[1,5-a]pyrimidine-3-carboxamide